NC1=NC=2C=C(C(=CC2C2=C1C=NN2C)C(=O)N2N(CC(C2)(F)F)C2=NC=CC=C2F)C (4-amino-1,7-dimethyl-1H-pyrazolo[4,3-c]quinolin-8-yl)(4,4-difluoro-2-(3-fluoropyridin-2-yl)pyrazolin-1-yl)methanone